BrC1=NC(=C2N1C=CN=C2Cl)I 3-bromo-8-chloro-1-iodoimidazo[1,5-a]pyrazine